N1C=NC=C1C=1SC=C(N1)C(=O)NC1=CC(=CC=C1)C(F)(F)F 2-(1H-imidazol-5-yl)-N-(3-(trifluoromethyl)phenyl)thiazole-4-carboxamide